ClC=1C=C(C=CC1OC1=C(C=CC=C1)SCC(C)C)C1=NOC(=N1)CCl 3-(3-chloro-4-(2-(isobutylthio)phenoxy)phenyl)-5-(chloromethyl)-1,2,4-oxadiazole